(R)-N-(3-(7-methyl-1H-indazol-5-yl)-1-(4-(1-methylpiperidin-4-yl)piperazin-1-yl)-1-oxopropan-2-yl)-4-(6-oxo-3,4,5,6-tetrahydro-2H-thiopyrano[3,2-b]pyridin-7-yl)piperidine-1-carboxamide CC=1C=C(C=C2C=NNC12)C[C@H](C(=O)N1CCN(CC1)C1CCN(CC1)C)NC(=O)N1CCC(CC1)C1=CC2=C(NC1=O)CCCS2